O=C1C[C@@H]2[C@@H](CN(C2)C(=O)OC(C)(C)C)C1 t-butyl (3aR,6aS)-5-oxo-octahydrocyclopenta[c]pyrrole-2-carboxylate